ClC1=CC(=C2C(=NC=NN21)N2CC1(C2)CC(C1)[N-]C1CCCC1)C N-(2-(7-chloro-5-methylpyrrolo[2,1-f][1,2,4]triazin-4-yl)-2-azaspiro[3.3]heptane-6-yl)-N-cyclopentylamide